1-hydroxy-1-(3-(1-(methoxyimino)ethyl)-2,4-dioxochroman-3-yl)-3,3-dimethylurea ON(C(=O)N(C)C)C1(C(OC2=CC=CC=C2C1=O)=O)C(C)=NOC